CC(=O)OC(C)(C)CCCC(=C)C=C Myrcenyl Acetate